(S)-3-((8-(pyridin-3-ylcarbamoyl)quinolin-5-yl)amino)pyrrolidine-1-carboxylic acid N1=CC(=CC=C1)NC(=O)C=1C=CC(=C2C=CC=NC12)N[C@@H]1CN(CC1)C(=O)O